BrC1=C(N=C2N(C1=O)N=C(S2)C)C(F)(F)F 6-bromo-2-methyl-7-(trifluoromethyl)-[1,3,4]thiadiazolo[3,2-a]pyrimidin-5-one